C1(=CC=CC=C1)NC(=O)NS(=O)(=O)NC1=CC=CC=C1 N-phenyl-N'-[(phenylamino)sulfonyl]-urea